(R)-N7-(1-methoxypropan-2-yl)-2-(1H-pyrazol-5-yl)thieno[3,2-b]pyridine-5,7-diamine COC[C@@H](C)NC1=C2C(=NC(=C1)N)C=C(S2)C2=CC=NN2